FC1(CCOS1(=O)=O)P(=O)=O fluorophosphopropanesultone